5-((3-(2-(diisopropylamino)ethyl)-1H-indol-5-yl)oxy)-5-oxopentanoic acid C(C)(C)N(CCC1=CNC2=CC=C(C=C12)OC(CCCC(=O)O)=O)C(C)C